2-ethyl-4-[[4-(4-nitrophenyl)-1-piperazinyl]carbonyl]-(2H)-phthalazinone C(C)N1C(C2=CC=CC=C2C(=N1)C(=O)N1CCN(CC1)C1=CC=C(C=C1)[N+](=O)[O-])=O